ClC1=C(C=C(C=C1)NC(=O)NC1CCN(CC1)C(C(C)(C)OC1=CC=C(C=C1)Cl)=O)F 1-(4-chloro-3-fluorophenyl)-3-(1-(2-(4-chlorophenoxy)-2-methylpropanoyl)piperidin-4-yl)urea